(2R,3R,4S,5S,6R)-2-(Acetoxymethyl)-6-(2-fluoro-4-(4,4,5,5-tetramethyl-1,3,2-dioxaborolan-2-yl)-6-(trifluoromethyl)phenoxy)tetrahydro-2H-pyran-3,4,5-triyl triacetate C(C)(=O)O[C@@H]1[C@H](O[C@@H]([C@H]([C@H]1OC(C)=O)OC(C)=O)OC1=C(C=C(C=C1C(F)(F)F)B1OC(C(O1)(C)C)(C)C)F)COC(C)=O